C1(=CC=CC=C1)S(=O)(=O)N1C=CC2=C(C(=C(C=C12)F)OC1=CC=C2CN(C(C2=C1)=N)NC(CC1=C(C(=CC=C1)Br)F)=O)F N-[6-[1-(Benzenesulfonyl)-4,6-difluoro-indol-5-yl]oxy-1-imino-isoindolin-2-yl]-2-(3-bromo-2-fluoro-phenyl)acetamide